2-(2-(piperazin-1-yl)thiazol-4-yl)-1H-imidazo[4,5-c]quinolin N1(CCNCC1)C=1SC=C(N1)C=1NC2=C(C=NC=3C=CC=CC23)N1